N4-methyl-N2-[3-(4-methylimidazol-1-yl)-1-bicyclo[1.1.1]pentanyl]-7-(2,3,4-trifluorophenyl)-5,6-dihydropyrrolo[2,3-d]pyrimidine-2,4-diamine CNC=1C2=C(N=C(N1)NC13CC(C1)(C3)N3C=NC(=C3)C)N(CC2)C2=C(C(=C(C=C2)F)F)F